CC1=C(C=C(C(=O)NC2=CC(=NN2C)C(F)(F)F)C=C1)[C@H]1CN(CC1)C=1C=NC=NC1 (S)-4-methyl-N-(1-methyl-3-(trifluoromethyl)-1H-pyrazol-5-yl)-3-(1-(pyrimidin-5-yl)pyrrolidin-3-yl)benzamide